C(#N)CC1(CCN(CC1)C(CCC(F)(F)F)=O)N1N=C(C(=C1)C(=O)N)NC(=O)C1CC1 1-[4-(cyanomethyl)-1-(4,4,4-trifluorobutanoyl)-4-piperidyl]-3-(cyclopropanecarbonylamino)pyrazole-4-carboxamide